FC(C(=O)O)(F)F.CN(CCN1C(=NC2=C1C=CC(=C2)C(=O)N)NC(=O)C2=CC(=NN2CC)C)CCN2C(=NC1=C2C=CC(=C1)C(=O)N)NC(=O)C1=CC(=NN1CC)C 1,1'-((Methylazanediyl)bis(ethane-2,1-diyl))bis(2-(1-ethyl-3-methyl-1H-pyrazole-5-carboxamido)-1H-benzo[d]imidazole-5-carboxamide), trifluoroacetic acid salt